COC1=CC=C(C=C1)C[C@@H](C(=O)OC)NC(CC1CCN(CC1)C(CCC1=CC=C(C=C1)C=1C=NN(C1)C)=O)=O Methyl (S)-3-(4-methoxyphenyl)-2-(2-(1-(3-(4-(1-methyl-1H-pyrazol-4-yl)phenyl)propanoyl)piperidin-4-yl)acetamido)propanoate